[S].[S].[W] tungsten disulfur